C(C)[C@]1(C(OCC=2C(N3CC=4N(C5=CC(=C(C=C5C(C4C3=CC21)=O)F)F)C)=O)=O)O (S)-4-ethyl-8,9-difluoro-4-hydroxy-11-methyl-1,12-dihydro-14H-pyrano[3',4':6,7]indolizino[2,1-b]quinoline-3,6,14(4H,11H)-trione